4-amino-N-(1-((3-chloro-2-fluorophenyl)amino)-6-methylisoquinolin-5-yl)pyrido[3,2-d]pyrimidine-8-carboxamide NC=1C2=C(N=CN1)C(=CC=N2)C(=O)NC2=C1C=CN=C(C1=CC=C2C)NC2=C(C(=CC=C2)Cl)F